[I-].C(CCCCC)OC=1C(=NSN1)C1=CCC[N+](C1)(C(OC(CC1=CC=CC=C1)=O)C1=CC=CC=C1)C 5-(4-(Hexyloxy)-1,2,5-thiadiazol-3-yl)-1-methyl-1-(phenyl(2-phenylacetoxy)methyl)-1,2,3,6-tetrahydropyridin-1-ium iodide